[Si](C)(C)(C(C)(C)C)OCC[C@@H]1N(C[C@H](N(C1)C(=O)OC(C)(C)C)C)C=1C=2C(N(C(C1)=O)C)=CN(N2)C2OCCCC2 tert-butyl (2R,5S)-5-(2-((tert-butyldimethylsilyl)oxy)ethyl)-2-methyl-4-(4-methyl-5-oxo-2-(tetrahydro-2H-pyran-2-yl)-4,5-dihydro-2H-pyrazolo[4,3-b]pyridin-7-yl)piperazine-1-carboxylate